(1S)-2-[4,6-bis(trifluoromethyl)pyrimidin-2-yl]-6-bromo-1-[[(3S)-tetrahydropyran-3-yl]methyl]-1,3,4,9-tetrahydropyrido[3,4-b]indole FC(C1=NC(=NC(=C1)C(F)(F)F)N1[C@H](C=2NC3=CC=C(C=C3C2CC1)Br)C[C@H]1COCCC1)(F)F